BrC1=CC(=C(C=C1Cl)N1CCCCC1)[N+](=O)[O-] (4-bromo-5-chloro-2-nitrophenyl)piperidine